5-(4-fluorophenyl)-4-oxo-1-pyridin-3-ylpyridine-3-carboxamide FC1=CC=C(C=C1)C=1C(C(=CN(C1)C=1C=NC=CC1)C(=O)N)=O